FC1=CC=C(C=C1)NC(=S)N[C@@H](C=O)CC1=CC=CC=C1 (R)-1-(4-fluorophenyl)-3-(1-oxo-3-phenylpropan-2-yl)thiourea